methylisoPropyl ketone CC(=O)C(C)C